C1(=CC=CC=C1)S(=O)(=O)CCNC1=NC=NC(=C1)C1=CNC2=NC=CC(=C21)OC2=CC=C1CCNCC1=C2 N-(2-(Phenylsulfonyl)ethyl)-6-(4-((1,2,3,4-tetrahydroisochinolin-7-yl)oxy)-1H-pyrrolo[2,3-b]pyridin-3-yl)pyrimidin-4-amin